FC1=C(C(=C2C=CNC2=C1F)SC)OC=1C=CC(=C(C1)C=1NC=C(N1)C1(CCOC2=C(C=CC=C12)CC(CNC(OCC1=CC=CC=C1)=O)O)C)F benzyl N-[3-[4-[2-[5-[(6,7-difluoro-4-methylsulfanyl-1H-indol-5-yl)oxy]-2-fluoro-phenyl]-1H-imidazol-4-yl]-4-methyl-chroman-8-yl]-2-hydroxy-propyl]carbamate